C1(=CC(=CC=C1)C1=NC(=NC(=N1)C1=CC=CC=C1)C1=C(C=CC=C1)B1OC(C(O1)(C)C)(C)C)C1=CC=CC=C1 2-([1,1'-biphenyl]-3-yl)-4-phenyl-6-(2-(4,4,5,5-tetramethyl-1,3,2-dioxaborolan-2-yl)phenyl)-1,3,5-triazine